4-(4-(3,8-diazabicyclo[3.2.1]octan-3-yl)-8-fluoro-2-((3-methyl-oxetan-3-yl)methoxy)-6-(trifluoromethyl)quinazolin-7-yl)-2-amino-7-fluorobenzo[b]thiophene-3-carbonitrile C12CN(CC(CC1)N2)C2=NC(=NC1=C(C(=C(C=C21)C(F)(F)F)C2=CC=C(C=1SC(=C(C12)C#N)N)F)F)OCC1(COC1)C